COC1=CC(=C(C#N)C=C1)NC=1C=C2C(=NNC2=CC1)C1=CC=NC=C1 4-methoxy-2-[[3-(4-pyridyl)-1H-indazol-5-yl]amino]benzonitrile